N-(5-chloro-6-(3-hydroxyazetidine-1-carbonyl)pyridin-3-yl)-4-cyclopropyl-3-(pyrazolo[1,5-a]pyridin-4-yl)isothiazole-5-carboxamide ClC=1C=C(C=NC1C(=O)N1CC(C1)O)NC(=O)C1=C(C(=NS1)C=1C=2N(C=CC1)N=CC2)C2CC2